FC=1C=C(C#N)C=C(C1)OC1=C2C=3[C@@](C(C(C3C=C1)(F)F)(F)F)([C@@H]([C@@H]2F)F)O 3-fluoro-5-(((2aS,3S,4R)-1,1,2,2,3,4-hexafluoro-2a-hydroxy-2,2a,3,4-tetrahydro-1H-cyclopenta[cd]inden-5-yl)oxy)benzonitrile